1-methyl-4-[4-methyl-4-(5-methyl-1,3-benzoxazol-2-yl)piperidin-1-yl]-2-oxo-1,2-dihydroquinoline-3,7-dicarbonitrile CN1C(C(=C(C2=CC=C(C=C12)C#N)N1CCC(CC1)(C=1OC2=C(N1)C=C(C=C2)C)C)C#N)=O